2-(p-methylthiophenyl)-4,6-bis(trichloromethyl)-s-triazine CSC1=CC=C(C=C1)C1=NC(=NC(=N1)C(Cl)(Cl)Cl)C(Cl)(Cl)Cl